1-[4-(3,5-dimethylpiperidine-1-sulfonyl)phenyl]-3-(pyridin-3-ylmethyl)urea CC1CN(CC(C1)C)S(=O)(=O)C1=CC=C(C=C1)NC(=O)NCC=1C=NC=CC1